5-amino-2,2-diethyl-3H-thiophene-4-carbonitrile NC1=C(CC(S1)(CC)CC)C#N